COC(=O)C1=C(SC(=C1C)C(NCCNC([C@H](C(C)C)N)=O)=O)C(C(CC)C1=CC=C(C=C1)C(F)(F)F)=O 5-((2-((S)-2-amino-3-methylbutanoylamino)ethyl)carbamoyl)-4-methyl-2-(2-(4-(trifluoromethyl)phenyl)butyryl)thiophene-3-carboxylic acid methyl ester